O=C1NC(CCC1N1C(C2=CC(=C(C=C2C1=O)N1CC2N(C(C1)C2)CC2CCN(CC2)C2=CC=C(N=N2)C2=CC=C1C=NC(C1=C2)=O)F)=O)=O 6-(6-(4-((3-(2-(2,6-dioxopiperidin-3-yl)-6-fluoro-1,3-dioxoisoindoline-5-yl)-3,6-diazabicyclo[3.1.1]heptane-6-yl)methyl)piperidin-1-yl)pyridazin-3-yl)-1-oxoisoindole